CC1(OB(OC1(C)C)C1=CC=C2C(CCO2)=C1O)C 5-(4,4,5,5-tetramethyl-1,3,2-dioxaborolan-2-yl)-2,3-dihydrobenzofuran-4-ol